S(=O)(=O)(ON1[C@@H]2CC[C@H](N(C1=O)C2)C(NC(=O)C2CCC(CC2)NC(C)=O)=N)[O-].[Na+] Sodium (2S,5R)-2-(N-(4-acetamidocyclohexane-1-carbonyl)carbamimidoyl)-7-oxo-1,6-diazabicyclo[3.2.1]octan-6-yl Sulfate